2-{[2-(7-{[(3-fluoropyridin-2-yl)methyl]amino}-[1,3]thiazolo[5,4-d]pyrimidin-2-yl)ethyl]amino}-1-(1-{[2-(trimethylsilyl)ethoxy]methyl}-1H-1,3-benzodiazol-2-yl)ethan-1-one FC=1C(=NC=CC1)CNC=1C2=C(N=CN1)SC(=N2)CCNCC(=O)C2=NC1=C(N2COCC[Si](C)(C)C)C=CC=C1